BrC1=CC(=C2C(NC(C2=C1)=O)C1=C(C=CC(=C1)F)Cl)C1=C2C(C3(N(C2=CC=C1F)C(=O)N)CC3)(C(F)(F)F)O (6-bromo-3-(2-chloro-5-fluorophenyl)-1-oxoisoindolin-4-yl)-5'-fluoro-3'-hydroxy-3'-trifluoromethylspiro[cyclopropane-1,2'-indoline]-1'-carboxamide